FC=1C=C(C=CC1)C=1C=C2C=CN=C(C2=CN1)NCC1=CC=C(C=C1)C1=CC(=NC=C1)C 6-(3-fluorophenyl)-N-(4-(2-methylpyridin-4-yl)benzyl)-2,7-naphthyridin-1-amine